C(#N)C([C@H](C[C@H]1C(NCC1)=O)NC([C@H](CC(C)C)NC(=O)C=1NC2=CC=CC(=C2C1)OC)=O)OC(NC(C)C)=O [(2S)-1-cyano-2-[[(2S)-2-[(4-methoxy-1H-indole-2-carbonyl)amino]-4-methyl-pentanoyl]amino]-3-[(3S)-2-oxopyrrolidin-3-yl]propyl]N-isopropylcarbamate